N12CCN(C(CC1)CC2)C(=O)N2N=C(C1=C2CCC1)C1=C(C(=CC=C1)F)OC 1,4-diazabicyclo[3.2.2]nonan-4-yl-[3-(3-fluoro-2-methoxy-phenyl)-5,6-dihydro-4H-cyclopenta-[c]pyrazol-1-yl]meth-anone